tert-butyl 5-chloro-8-(N-((1S,2R)-2-(6-fluoro-2,3-dimethylphenyl)-1-(5-oxo-4,5-dihydro-1,3,4-oxadiazol-2-yl) propyl) sulfamoyl)-2H-benzo[b][1,4]oxazine-4(3H)-carboxylate ClC1=CC=C(C=2OCCN(C21)C(=O)OC(C)(C)C)S(N[C@@H]([C@H](C)C2=C(C(=CC=C2F)C)C)C=2OC(NN2)=O)(=O)=O